N-(5-Hydroxy-2-(1-(hydroxymethyl)cyclobutyl)-4-(trimethylsilyl)phenyl)-4-oxo-1,4-dihydroquinoline-3-carboxamide OC=1C(=CC(=C(C1)NC(=O)C1=CNC2=CC=CC=C2C1=O)C1(CCC1)CO)[Si](C)(C)C